FC=1C(=C2C(=CC(=CC2=CC1)N=C(C1=CC=CC=C1)C1=CC=CC=C1)B1OC(C(O1)(C)C)(C)C)OCF N-(6-Fluoro-5-(fluoromethoxy)-4-(4,4,5,5-tetramethyl-1,3,2-dioxaborolan-2-yl)naphthalen-2-yl)-1,1-diphenylmethanimine